Pyrrolidin-2-one hydrochloride Cl.N1C(CCC1)=O